Cl.N[C@@H](C)C1=NC(=NN1C=1N=CC(=NC1)C(=O)N)C1CC1 5-[5-[(1S)-1-Aminoethyl]-3-Cyclopropyl-1,2,4-triazol-1-yl]pyrazin-2-carboxamid Hydrochlorid